C[C@H]1NS(CCC1)(=O)=O (R)-3-methyl-1,2-thiazinane 1,1-dioxide